tert-butyl 1-((1-((tert-butyldiphenylsilyl)oxy)-2-methylpropan-2-yl)sulfonyl)cyclopropanecarboxylate [Si](C1=CC=CC=C1)(C1=CC=CC=C1)(C(C)(C)C)OCC(C)(C)S(=O)(=O)C1(CC1)C(=O)OC(C)(C)C